C1(=CC=CC=C1)C1=CC=C(N=N1)NC12CCC(CC1)(C2)C(=O)O (1s,4s)-4-((6-phenylpyridazin-3-yl)amino)bicyclo[2.2.1]heptane-1-carboxylic acid